FC(C=1C=CC(=NC1)C=O)(F)F 5-trifluoromethylpyridine-2-Formaldehyde